ethyl (S)-2-(tert-butoxy)-2-(7-(4-chlorophenyl)-5-methyl-2-(1-methyl-1H-pyrazolo[4,3-b]pyridin-5-yl)benzo[d]thiazol-6-yl)acetate C(C)(C)(C)O[C@H](C(=O)OCC)C1=C(C2=C(N=C(S2)C2=CC=C3C(=N2)C=NN3C)C=C1C)C1=CC=C(C=C1)Cl